N-((1R,2S,5R)-5-(tert-Butylamino)-2-((S)-3-((2-chloro-6-(trifluoromethyl)quinazolin-4-yl)amino)-2-oxopyrrolidin-1-yl)cyclohexyl)acetamide C(C)(C)(C)N[C@@H]1CC[C@@H]([C@@H](C1)NC(C)=O)N1C([C@H](CC1)NC1=NC(=NC2=CC=C(C=C12)C(F)(F)F)Cl)=O